ClC1=C(C2=C([C@]3(OCC2)C[C@@H](N(CC3)C(=O)OC(C)(C)C)C)S1)Cl tert-butyl (2S,4R)-2',3'-dichloro-2-methyl-4',5'-dihydrospiro[piperidine-4,7'-thieno[2,3-c]pyran]-1-carboxylate